C(C1=CC=C(C(=O)OCCOCCOCCNC(CCCCC2SC[C@@H]3NC(N[C@@H]32)=O)=O)C=C1)(=O)OCCOC(C1=CC=C(C=C1)C(=O)OC(C)(C)C)=O 2-((4-(tert-butoxycarbonyl)benzoyl)oxy)ethyl (2-(2-(2-(5-((3aS,6aR)-2-oxohexahydro-1H-thieno[3,4-d]imidazol-4-yl)pentanamido)ethoxy)ethoxy)ethyl) terephthalate